ClC1=C(C(=O)NC2=CC=C(C=C2)N2CCN(CC2)C(=O)OC(C)(C)C)C=CC(=C1)C(=O)NC1=CC=C(C=C1)N1CCN(CC1)C(=O)OC(C)(C)C.C[SiH](O[SiH](C)C)C 1,1,3,3-tetramethyl disiloxane di-tert-butyl 4,4'-(((2-chloroterephthaloyl)bis(azanediyl))bis(4,1-phenylene))bis(piperazine-1-carboxylate)